NC1CN(C1)C1=CC=C2C(=C1)COC21CN(C1)C[C@H]1CN(C[C@H](O1)C)C=1C=2N(C(=CC1)C#N)N=CC2 4-[(2S,6R)-2-[[6-(3-Aminoazetidin-1-yl)spiro[1H-isobenzofuran-3,3'-azetidin]-1'-yl]methyl]-6-methyl-morpholin-4-yl]pyrazolo[1,5-a]pyridine-7-carbonitrile